C(C)(C)N1CC(CC1=O)NC(=O)NC1=CC=CC=C1 1-(1-isopropyl-5-oxopyrrolidin-3-yl)-3-phenylurea